C(#N)C=1N=C(C2=C(N1)N(C=C2)[C@H]2[C@@H]([C@@H]([C@H](O2)COCP(O)(O)=O)O)O)N[C@@H](C)C2=CC=CC=C2 [(2R,3S,4R,5R)-5-[2-cyano-4-[[(1S)-1-phenylethyl]amino]-pyrrolo[2,3-d]-pyrimidin-7-yl]-3,4-dihydroxy-tetrahydro-furan-2-yl]methoxy-methylphosphonic acid